C(C1=CC=CC=C1)OC(=O)N1C[C@H]([C@H](C1)C#C)N (3S,4S)-3-amino-4-ethynyl-pyrrolidine-1-carboxylic acid benzyl ester